difluoro-N-[4-[3-(4-phenyl-1H-imidazol-2-yl)chroman-6-yl]oxy-2-pyridinyl]cyclopropanecarboxamide FC1C(C1C(=O)NC1=NC=CC(=C1)OC=1C=C2CC(COC2=CC1)C=1NC=C(N1)C1=CC=CC=C1)F